CC1=CN(C(=O)NC1=O)[C@H]2[C@@H]([C@@H]([C@H](O2)COP(=O)([O-])OP(=O)([O-])O[C@@H]3[C@@H]([C@H]([C@@H]([C@H](O3)CO)O)O)O)O)O The molecule is a nucleotide-sugar oxoanion arising from deprotonation of the diphosphate OH groups of TDP-alpha-D-glucose. Major microspecies at pH 7.3. It is a nucleotide-sugar oxoanion and a ribonucleoside 5'-diphosphate-alpha-D-glucose(2-). It is a conjugate base of a TDP-alpha-D-glucose.